FC1=CC=C(C=C1)N(C1=CC2=C(C(=CC(O2)=O)C(F)(F)F)C=C1)C 7-((4-fluorophenyl)(methyl)amino)-4-(trifluoromethyl)-2H-benzopyran-2-one